(2-hydroxyethyl)-2-oxo-2,3-dihydro-1H-benzo[d]imidazole-5-carbaldehyde OCCN1C(NC2=C1C=CC(=C2)C=O)=O